NC1=CC=C(C(=N1)F)C=1NC(=C(N1)F)[C@@H]1CCC=2N1C(C=C(N2)C2=C(C=CC(=C2)Cl)N2N=NN=C2)=O (6S)-6-[2-(6-amino-2-fluoro-3-pyridinyl)-4-fluoro-1H-imidazol-5-yl]-2-[5-chloro-2-(1H-tetrazol-1-yl)phenyl]-7,8-dihydropyrrolo[1,2-a]pyrimidin-4(6H)-one